1-(4,7-Dimethyl-3,4-dihydro-1H-spiro[1,8-naphthyridine-2,3'-pyrrolidin]-1'-yl)-2-(4-fluorophenyl)ethan-1-one CC1CC2(CN(CC2)C(CC2=CC=C(C=C2)F)=O)NC2=NC(=CC=C12)C